(S)-6-(5,6-dimethoxy-1H-benzo[d]imidazol-2-yl)-2-methyl-7-((1-(pyridin-2-yl)ethyl)amino)-2H-pyrazolo[4,3-b]pyridin-5(4H)-one COC1=CC2=C(NC(=N2)C2=C(C=3C(NC2=O)=CN(N3)C)N[C@@H](C)C3=NC=CC=C3)C=C1OC